4-toluenesulfonyl-10-(2H-1,2,3-triazole-2-yl)-1-oxo-4-azaspiro[4.5]dec-6-en-8-one C(C1=CC=CC=C1)S(=O)(=O)N1CCC(C12C=CC(CC2N2N=CC=N2)=O)=O